(1R,2S)-2-methyl-2,3-dihydro-1H-inden CC1CC2=CC=CC=C2C1